C(N)(=S)C1CC2(CN(C2)C(=O)O)C1 6-thiocarbamoyl-2-azaspiro[3.3]heptane-2-carboxylic Acid